5-{[6-(3-chloro-2-fluorophenyl)pyridin-2-yl]oxy}-2-fluorophenol ClC=1C(=C(C=CC1)C1=CC=CC(=N1)OC=1C=CC(=C(C1)O)F)F